phospho-3-phospho-serine P(=O)(O)(O)N[C@@H](COP(=O)(O)O)C(=O)O